ClCC1=CC=C(C=C1)[Si](OC)(OC)OC 1-(chloromethyl)-4-(trimethoxysilyl)benzene